3-(4-phenoxyphenyl)-1H-imidazo[4,5-c]pyridin-2(3H)-one O(C1=CC=CC=C1)C1=CC=C(C=C1)N1C(NC2=C1C=NC=C2)=O